ClC1=CC(=C(C(=O)NC2=C(C=CC=C2)Cl)C=C1)OC 4-chloro-N-(2-chlorophenyl)-2-methoxybenzamide